N-((5-(2-((6-methoxy-2-methylquinazolin-4-yl)thio)acetyl)thiophen-2-yl)methyl)-3-(piperidin-1-yl)propanamide COC=1C=C2C(=NC(=NC2=CC1)C)SCC(=O)C1=CC=C(S1)CNC(CCN1CCCCC1)=O